3-(4-(1-(7-((4-(((R)-1-(3-bromophenyl)ethyl)amino)-6-methoxy-2-methylquinazolin-7-yl)oxy)heptyl)piperidin-4-yl)-6-fluoro-1-oxoisoindolin-2-yl)piperidine-2,6-dione BrC=1C=C(C=CC1)[C@@H](C)NC1=NC(=NC2=CC(=C(C=C12)OC)OCCCCCCCN1CCC(CC1)C1=C2CN(C(C2=CC(=C1)F)=O)C1C(NC(CC1)=O)=O)C